(2R,3R,4S)-2-(6-Amino-8-(hex-1-yn-1-yl)-2-(thiophen-2-yl)-9H-purin-9-yl)tetrahydrothiophene-3,4-diol NC1=C2N=C(N(C2=NC(=N1)C=1SC=CC1)[C@@H]1SC[C@H]([C@H]1O)O)C#CCCCC